1-(5-(aminomethyl)thiophen-2-yl)-2-((2-methyl-6-(trifluoromethyl)-2H-pyrazolo[3,4-d]pyrimidin-4-yl)thio)ethanone hydrochloride Cl.NCC1=CC=C(S1)C(CSC=1C=2C(N=C(N1)C(F)(F)F)=NN(C2)C)=O